CC1=NC=NC(=C1C=1C=C(C=CC1OCCN(C)CCOC)NC(=O)C1CC1)C N-[3-(4,6-dimethylpyrimidin-5-yl)-4-[2-[2-methoxyethyl(methyl)amino]ethoxy]phenyl]cyclopropanecarboxamide